(S)-2-((4-(4-chlorophenyl)-3,9-dimethyl-6H-thieno[3,2-f][1,2,4]triazolo[4,3-a][1,4]diazepin-6-yl)methyl)oxazole ClC1=CC=C(C=C1)C1=N[C@H](C=2N(C3=C1C(=CS3)C)C(=NN2)C)CC=2OC=CN2